O=S1(CCN(CC1)CC=1N(C2=CC(=CC=C2C(C1)=O)C1=NC(=NC=C1F)N[C@H]1[C@@H](COCC1)O)C(C)C)=O 2-((1,1-dioxidothiomorpholino)methyl)-7-(5-fluoro-2-(((3S,4R)-3-hydroxytetrahydro-2H-pyran-4-yl)amino)pyrimidin-4-yl)-1-isopropylquinolin-4(1H)-one